3-(difluoromethoxy)-5-[(3R)-5',6'-dihydrospiro[pyrrolidine-3,4'-pyrrolo[1,2-b]pyrazol]-2'-yl]pyridin-2-amine hydrogen chloride Cl.FC(OC=1C(=NC=C(C1)C=1C=C2N(N1)CC[C@]21CNCC1)N)F